(+)-11'-Benzyl-5-bromo-8'-chloro-3'-methyl-1-(4-methylbenzyl)-5',11'-dihydrospiro[indoline-3,6'-indolo[3,2-c]quinolin]-2-one C(C1=CC=CC=C1)N1C2=CC=C(C=C2C=2C3(NC4=CC(=CC=C4C21)C)C(N(C2=CC=C(C=C23)Br)CC2=CC=C(C=C2)C)=O)Cl